1-(5H-Imidazo[5,1-a]isoindol-5-yl)-4,4-dimethylcyclohexan-1-ol C=1N=CN2C1C1=CC=CC=C1C2C2(CCC(CC2)(C)C)O